ClC1=NC=NC=2NC3=CC(=CC=C3C21)\C=C\OCC (E)-4-chloro-7-(2-ethoxyvinyl)-9H-pyrimido[4,5-b]indole